[8-[tert-butoxycarbonyl(methyl) amino]-2-naphthyl] trifluoromethanesulfonate FC(S(=O)(=O)OC1=CC2=C(C=CC=C2C=C1)N(C)C(=O)OC(C)(C)C)(F)F